C(C)(C)(C)OC(=O)N1C(CNC(C1)CN1[C@@H](COCC1)C)C 2-methyl-5-[[(3R)-3-methylmorpholin-4-yl]methyl]piperazin-1-yl-formic acid tert-butyl ester